C(C)(C)(C)N(C(O)=O)C1CC(C1)CCN1CCN(CC1)C1=CC=CC=2SC=CC21.CON(C(=O)C2CC2)CC2=CC=C(C=C2)C2=NOC(=N2)C(F)(F)F N-methoxy-N-({4-[5-(trifluoromethyl)-1,2,4-oxadiazol-3-yl]phenyl}methyl)cyclopropanecarboxamide Tert-butyl-(3-(2-(4-(benzo[b]thiophen-4-yl)piperazin-1-yl)ethyl)cyclobutyl)carbamate